(S)-2-amino-3-(1-(carboxymethyl)piperazine-4-yl)propanoic acid N[C@H](C(=O)O)CN1CCN(CC1)CC(=O)O